tricyclo[5.3.1.13,9]dodecan-diethanol C12(C(C3CCCC(CC(C1)C3)C2)CCO)CCO